BrC=1C(=NC(=C(C1)N=CN(C)CC)C)OC=1C=C(C=CC1)S(=NC(C(C)(C)C)=O)(=O)CC N-((3-((3-bromo-5-(((ethyl(methyl)amino)methylene)amino)-6-methylpyridin-2-yl)oxy)phenyl)(ethyl)(oxo)-λ6-sulfaneylidene)pivalamide